N1CNC=C1CCC[Si](OCC)(OCC)OCC 5-dihydroimidazolylpropyl-triethoxysilane